7-amino-N-(2-{3,8-diazabicyclo[4.2.0]octan-8-yl}-5,6,7,8-tetrahydroquinolin-6-yl)-3-methylthieno[2,3-b]pyrazine-6-carboxamide NC1=C(SC2=NC(=CN=C21)C)C(=O)NC2CC=1C=CC(=NC1CC2)N2CC1CCNCC21